N-(Naphthalen-2-yl(2-(trifluoromethyl)benzofuran-3-yl)methylene)acetamide C1=C(C=CC2=CC=CC=C12)C(=NC(C)=O)C1=C(OC2=C1C=CC=C2)C(F)(F)F